C1(=CC=C(C=C1)C(CC(=O)O)(CC(=O)O)C(=O)O)C 2-(p-tolyl)-propane-1,2,3-tricarboxylic acid